C(C)C=1C(=CC(=C(C1CC)O)C)C 5,6-Diethyl-2,4-dimethylphenol